(E)-3-(2-trifluoromethylphenyl)-propenyl bromide FC(C1=C(C=CC=C1)C/C=C/Br)(F)F